2,6-ditert-butyl-p-cresol C(C)(C)(C)C1=CC(=CC(=C1O)C(C)(C)C)C